CC=1N=C(C2=C(N1)OC=C2C(=O)NC2CC(C2)F)NC2(CC2)C methyl-4-[(1-methylcyclopropyl)amino]-N-[(1S,3S)-3-fluorocyclobutyl]furo[2,3-d]pyrimidine-5-carboxamide